FC1=C(CC2=C3N(C=C(N2)C2=CC=CC=C2)C(C(=N3)CC=3OC(=CC3)CC)=O)C=CC=C1F 8-(2,3-difluorobenzyl)-2-((5-ethylfuran-2-yl)methyl)-6-phenylimidazo[1,2-a]pyrazin-3(7H)-one